F[C@@H]1C[C@@]2(CCCN2C1)COC=1N=CC2=C(N1)C=C(N=C2N2CCC2)C=2C=C(C=C1C=CC(=C(C21)C#N)F)O 8-(2-{[(2R,7aS)-2-fluoro-hexahydropyrrolizin-7a-yl]methoxy}-5-(azetidin-1-yl)pyrido[4,3-d]pyrimidin-7-yl)-2-fluoro-6-hydroxynaphthalene-1-carbonitrile